N-(4-Methoxy-7-pyridin-4-yl-thiazolo[4,5-c]pyridin-2-yl)-N',N'-dimethyl-terephthalamide COC1=NC=C(C2=C1N=C(S2)NC(C2=CC=C(C(=O)N(C)C)C=C2)=O)C2=CC=NC=C2